Cl.OC1(CC(C1)N)C(F)(F)F trans-1-hydroxy-1-(trifluoromethyl)-3-amino-cyclobutane hydrochloride